BrC1=CC=NC2=C(C=C(C=C12)OC)CN1CCC(CC1)OC 4-bromo-6-methoxy-8-((4-methoxypiperidin-1-yl)methyl)quinoline